C1(=CC(=CC=C1)C(COCCOCCOCCCC)(C)O)C(COCCOCCOCCCC)(C)O 2,2'-(1,3-phenylene)bis(1-(2-(2-butoxyethoxy)ethoxy)propan-2-ol)